6-(3,3-dimethylpyrrolidin-1-yl)quinoline-4-carboxylic acid CC1(CN(CC1)C=1C=C2C(=CC=NC2=CC1)C(=O)O)C